P(O)(O)O.P(OCC)(OCC)O Diethyl phosphite phosphite